2-(6-(difluoromethoxy)pyridin-2-yl)-5-methyl-1H-pyrrole-3-carboxylic acid FC(OC1=CC=CC(=N1)C=1NC(=CC1C(=O)O)C)F